methyl (4-((2-oxo-1,2-dihydroquinolin-3-yl)methyl)phenyl)carbamate O=C1NC2=CC=CC=C2C=C1CC1=CC=C(C=C1)NC(OC)=O